CN1C(CN(CC1)C1=CC=CC(=N1)S(=O)(=O)NC1=NC(=C(C=C1)C(F)(F)F)C1=C(C=CC=C1)C)=O 6-(4-methyl-3-oxopiperazin-1-yl)-N-(6-(o-tolyl)-5-(trifluoromethyl)pyridin-2-yl)pyridine-2-sulfonamide